7-hydroxy-5-methyl-4-oxo-4,5,6,7-tetrahydropyrazolo[1,5-a]pyrazine-2-carboxylic acid ethyl ester C(C)OC(=O)C1=NN2C(C(N(CC2O)C)=O)=C1